FC=1C=NC(=NC1)[C@]12CC[C@@H](C[C@@H]2C1)OC[C@@H]1N([C@@H](C[C@@H]1NS(=O)(=O)C)C)C(=O)OCC(F)(F)F 2,2,2-trifluoroethyl (2R,3S,5R)-2-((((1S,3S,6R)-6-(5-fluoropyrimidin-2-yl)bicyclo[4.1.0]heptan-3-yl)oxy)methyl)-5-methyl-3-(methylsulfonamido)pyrrolidine-1-carboxylate